C(C)OC1CC2(CC2)C1 5-ethoxy-spiro[2.3]hexane